FC=1C=C(OC2=CC=C(C(=O)O)C=C2)C=CC1 4-(3-fluorophenoxy)benzoic acid